CC=1C=CCS(C1)O 5-methylthiaphenol